ClC1=C(C(=C(C=C1)NC=1SC2=C(N1)C(CCC2)=O)C)CN2CCN(CC2)C(=O)C2CCCC2 ((4-chloro-3-((4-(cyclopentylcarbonyl)piperazin-1-yl)methyl)-2-methylphenyl)amino)-6,7-dihydrobenzothiazol-4(5H)-one